(R)-N-ethyl-N-(2,2,2-trifluoro-1-(4-fluorophenyl)ethyl)-1H-indazole-6-sulfonamide C(C)N(S(=O)(=O)C1=CC=C2C=NNC2=C1)[C@@H](C(F)(F)F)C1=CC=C(C=C1)F